COC(=O)N1CC(C1)OC1=NC=CC=C1C=1C=NN2C1N=C(C=C2)N2CCN(CC2)C(=O)O[C@H]2CN(C(C2)=O)CCO [(3R)-1-(2-hydroxyethyl)-5-oxo-pyrrolidin-3-yl] 4-[3-[2-(1-methoxycarbonylazetidin-3-yl)oxy-3-pyridyl]pyrazolo[1,5-a]pyrimidin-5-yl]piperazine-1-carboxylate